FC1=CC2=C(N=C(O2)NC[C@H]2N(C3CC([C@H]2C)C3)C(=O)C3=NC(=CC=C3N3N=CC=N3)C)C=C1 6-fluoro-N-{[(3s,4r)-4-methyl-2-[6-methyl-3-(2H-1,2,3-triazol-2-yl)pyridine-2-carbonyl]-2-azabicyclo[3.1.1]hept-3-yl]methyl}-1,3-benzooxazol-2-amine